OC=1C=C2CC(OC=C2C(C1)=O)=O 6-hydroxy-3H-isochromene-3,8(4H)-dione